(S)-6-methoxy-2-methyl-N-(1-(4-(2-((methylamino)methyl)phenyl)thiophen-2-yl)ethyl)-7-((7-(piperidin-1-yl)heptyl)oxy)quinazolin-4-amine COC=1C=C2C(=NC(=NC2=CC1OCCCCCCCN1CCCCC1)C)N[C@@H](C)C=1SC=C(C1)C1=C(C=CC=C1)CNC